1-[2-chloro-4-[[5-[2-chloro-3-fluoro-4-(fluoromethoxy)phenyl]-1-methyl-imidazole-2-carbonyl]amino]benzoyl]-N-[[(3R)-pyrrolidin-3-yl]methyl]piperidine-4-carboxamide formate C(=O)O.ClC1=C(C(=O)N2CCC(CC2)C(=O)NC[C@H]2CNCC2)C=CC(=C1)NC(=O)C=1N(C(=CN1)C1=C(C(=C(C=C1)OCF)F)Cl)C